(2,6-di-tert-butyl-4-tolyl) phosphite P(OC1=CC(=C(C(=C1)C(C)(C)C)C)C(C)(C)C)([O-])[O-]